2-[2-(4-tolyl)-2-(2-hydroxy-5-methyl-phenyl)-ethyl]-N-methylpiperidine C1(=CC=C(C=C1)C(CC1N(CCCC1)C)C1=C(C=CC(=C1)C)O)C